ClC=1N=C(C(=NC1)C(=O)NC1=NC(=NC(=C1)C)N1CCC(CC1)(F)F)N1CCC2(CC2)CC1 5-Chloro-N-(2-(4,4-difluoropiperidin-1-yl)-6-methylpyrimidin-4-yl)-3-(6-azaspiro[2.5]octan-6-yl)pyrazine-2-carboxamide